(S)-5-(Azetidin-2-ylmethoxy)-2-methyl-N-(1-(2-methyl-7-(oxazol-2-yl)quinolin-5-yl)cyclopropyl)benzamide N1[C@@H](CC1)COC=1C=CC(=C(C(=O)NC2(CC2)C2=C3C=CC(=NC3=CC(=C2)C=2OC=CN2)C)C1)C